Cl.OC=1C=C2CCNC(C2=CC1O)CC1=CC=C(C=C1)O 6,7-Dihydroxy-1-(4-Hydroxybenzyl)-1,2,3,4-tetrahydroisoquinoline hydrochloride